(1E,19E)-10,11-dioctylicosa-1,19-diene-1,20-diamine C(CCCCCCC)C(CCCCCCC/C=C/N)C(CCCCCCC\C=C\N)CCCCCCCC